(2S,4R)-Methyl 1-(1-ethyl-2-(2,2,2-trifluoro-1-(4-fluorophenyl)-1-hydroxyethyl)-1H-benzo[d]imidazole-6-carbonyl)-4-hydroxypyrrolidine-2-carboxylate C(C)N1C(=NC2=C1C=C(C=C2)C(=O)N2[C@@H](C[C@H](C2)O)C(=O)OC)C(C(F)(F)F)(O)C2=CC=C(C=C2)F